5-((3-Fluorobenzyl)thio)-6-(4-hydroxyphenyl)thiazolo[4,5-d]pyrimidin-7(6H)-one FC=1C=C(CSC=2N(C(C3=C(N2)N=CS3)=O)C3=CC=C(C=C3)O)C=CC1